1-(8-chloro-4-isoquinolinyl)hexahydropyrimidine-2,4-dione ClC=1C=CC=C2C(=CN=CC12)N1C(NC(CC1)=O)=O